3-(5-(((1s,2r)-2-aminocyclopentyl)amino)-1-oxoisoindolin-2-yl)piperidine-2,6-dione N[C@H]1[C@H](CCC1)NC=1C=C2CN(C(C2=CC1)=O)C1C(NC(CC1)=O)=O